ClC=1C(=C(CN2[C@@H](C[C@@](CC2)(C(=O)O)CC2=NC(=CC=C2Cl)NC2=NNC(=C2)C)CC)C=CC1)F (2R,4R)-1-(3-chloro-2-fluorobenzyl)-4-((3-chloro-6-((5-methyl-1H-pyrazol-3-yl)amino)pyridin-2-yl)methyl)-2-ethylpiperidine-4-carboxylic acid